C(#N)C1=C(OCC=2C=C(OC3=CC(=C(C=C3)N3C(NC4=C(SC=5N=CC=C3C54)NC(=O)C5CC5)=O)C)C=CC2)C=CC=C1 N-(5-(4-(3-((2-Cyanophenoxy)methyl)phenoxy)-2-methylphenyl)-4-oxo-4,5-dihydro-3H-1-thia-3,5,8-triazaacenaphthylen-2-yl)cyclopropanecarboxamide